[1-[[4-[3-(2,6-dichlorophenyl) azetidin-1-yl] phenyl] methyl]-3-methyl-azetidin-3-yl] acetate C(C)(=O)OC1(CN(C1)CC1=CC=C(C=C1)N1CC(C1)C1=C(C=CC=C1Cl)Cl)C